ethyl-diethyl-amine acetate C(C)(=O)O.C(C)N(CC)CC